ClC=1C=C(C2=C(C=C(O2)CNC(=O)C2=CN=CN(C2=O)CCC)C1)C(=O)O 5-Chloro-2-((1-propyl-6-oxo-1,6-dihydropyrimidine-5-carboxamido)methyl)benzofuran-7-carboxylic acid